tert-butyl (24-hydroxy-15-oxo-3,6,9,12,19,22-hexaoxa-16-azatetracosyl)carbamate OCCOCCOCCNC(CCOCCOCCOCCOCCNC(OC(C)(C)C)=O)=O